Cetyltrimethylammonium bromid [Br-].C(CCCCCCCCCCCCCCC)[N+](C)(C)C